C(CCCCCCC\C=C/C\C=C/CCCCC)(=O)NC(C(=O)NC(C(=O)OCCNC(C(CCCNC(CCCN(C)C)=O)NC(CCCN(C)C)=O)=O)CCCNC(CCCCCCC\C=C/C\C=C/CCCCC)=O)CCCNC(CCCCCCC\C=C/C\C=C/CCCCC)=O 2-[2,5-bis[4-(dimethylamino)butanoylamino]pentanoylamino]ethyl 2-[2,5-bis[[(9Z,12Z)-octadeca-9,12-dienoyl]amino]pentanoylamino]-5-[[(9Z,12Z)-octadeca-9,12-dienoyl]amino]pentanoate